[Si](C)(C)(C(C)(C)C)OC[C@@H](C)N (R)-1-((tert-butyldimethylsilyl)oxy)propan-2-amine